tert-butyl 7-(3-formyl-4-(methoxycarbonyl) phenyl)-2,7-diazaspiro[3.5]nonane-2-carboxylate C(=O)C=1C=C(C=CC1C(=O)OC)N1CCC2(CN(C2)C(=O)OC(C)(C)C)CC1